rac-3-[4-(3,4-difluorophenyl)sulfonylmorpholin-2-yl]benzothiophene FC=1C=C(C=CC1F)S(=O)(=O)N1C[C@H](OCC1)C1=CSC2=C1C=CC=C2 |r|